C1(=CC=CC=C1)C(C1=CC=CC=C1)=[Hf](C1=C(C=CC=2C3=CC=C(C=C3CC12)C(C)(C)C)C(C)(C)C)C1C=CC=C1 diphenylmethylene(cyclopentadienyl)(2,7-di-tert-butylfluorenyl)hafnium